FC(CN1N=C2N([C@@H](CCC2)C(=O)N2C[C@H](CC2)F)C1=O)(C1=CC=C(C=C1)C)F (5S)-2-[2,2-Difluoro-2-(4-methylphenyl)ethyl]-5-{[(3S)-3-fluoropyrrolidin-1-yl]carbonyl}-5,6,7,8-tetrahydro[1,2,4]triazolo[4,3-a]pyridin-3(2H)-one